copper (I) 1,2,4-triazole N1N=CN=C1.[Cu+]